N,N'-dipalmitoyl-ethylenediamine diacetic acid C(C)(=O)O.C(C)(=O)O.C(CCCCCCCCCCCCCCC)(=O)NCCNC(CCCCCCCCCCCCCCC)=O